3-(4-(3'-methoxy-[1,1'-biphenyl]-4-yl)-1H-1,2,3-triazol-1-yl)benzoic acid COC=1C=C(C=CC1)C1=CC=C(C=C1)C=1N=NN(C1)C=1C=C(C(=O)O)C=CC1